[O-]C1(C(C=CC(=C1)C1CCCN2C1=NSCC2)O)[O-] 2,2-dioxido-4-(3,4,6,7,8,9-hexahydropyrido[2,1-c][1,2,4]thiadiazin-9-yl)phenol